FC1(CCC(CC1)[C@H](NC(=O)C1=CC=NN1CC)C=1N=C2N(N=C(C=C2)CC2C(NCC2)=O)C1)F N-((1S)-(4,4-difluorocyclohexyl)(6-((2-oxopyrrolidin-3-yl)methyl)imidazo[1,2-b]pyridazin-2-yl)methyl)-1-ethyl-1H-pyrazole-5-carboxamide